O=C(C(=O)OCCCC)C(C1=CC=CC=C1)=O Butyl 2,3-dioxo-3-phenylpropionate